cyano-triphenylamine C(#N)C1=C(C=CC=C1)N(C1=CC=CC=C1)C1=CC=CC=C1